C1(C=2C(C(N1)=O)=CC=CC2)=O.[Cd] cadmium phthalimide